COC1=C(C(=CC(=C1)C)C)C1=CC=C2C=CC(=NC2=N1)C1(CN(CCC1)C)O 3-[7-(2-methoxy-4,6-dimethyl-phenyl)-1,8-naphthyridin-2-yl]-1-methyl-piperidin-3-ol